C1(CC1)CC cyclopropylethan